N-(6-(5-amino-2-methylpyridin-3-yl)-2-(o-tolylamino)-1,5-naphthyridin-3-yl)-5-fluorobenzo[d]isothiazole-3-carboxamide NC=1C=C(C(=NC1)C)C=1N=C2C=C(C(=NC2=CC1)NC1=C(C=CC=C1)C)NC(=O)C1=NSC2=C1C=C(C=C2)F